BrC=1C(=NC=CC1)C=1C=NC=CC1 bromo-2,3'-bipyridine